13-(4-fluorobenzyl)-3-((4-fluorobenzyl)oxy)-2,9,10-trimethoxy-5,6-dihydroisoquinolino[3,2-a]isoquinolin-7-ium FC1=CC=C(CC2=C3C=CC(=C(C3=C[N+]3=C2C=2C=C(C(=CC2CC3)OCC3=CC=C(C=C3)F)OC)OC)OC)C=C1